(S)-N-(3-Chloro-4-methylphenyl)-N-methyl-3-(6-methyl-4-(trifluoromethyl)pyridin-2-yl)-2-oxooxazolidine-4-carboxamide ClC=1C=C(C=CC1C)N(C(=O)[C@H]1N(C(OC1)=O)C1=NC(=CC(=C1)C(F)(F)F)C)C